2-(furan-3-yl)ethanol O1C=C(C=C1)CCO